tert-butyl 4-[2-[2-[3-[4-(ethylsulfonylamino)-2-(6-methyl-7-oxo-1H-pyrrolo[2,3-c]pyridin-4-yl)phenoxy]phenoxy]ethoxy]ethoxy]piperidine-1-carboxylate C(C)S(=O)(=O)NC1=CC(=C(OC=2C=C(OCCOCCOC3CCN(CC3)C(=O)OC(C)(C)C)C=CC2)C=C1)C=1C2=C(C(N(C1)C)=O)NC=C2